(4-cyano-2-pyridinyl)sulfinyloxysodium C(#N)C1=CC(=NC=C1)S(=O)O[Na]